tert-Butyl (2S)-3-[1-(2-amino-2-oxo-ethyl)-4-piperidyl]-2-[2-methyl-3-(trideuteriomethoxy)phenyl]pyrrolidine-1-carboxylate NC(CN1CCC(CC1)C1[C@H](N(CC1)C(=O)OC(C)(C)C)C1=C(C(=CC=C1)OC([2H])([2H])[2H])C)=O